C(#N)C1CC2(C1)CC(N(CC2)CC2=C1C=CNC1=C(C=C2OC)C)C2=CC=C(C(=O)NC1CC3(CN(C3)CC(F)(F)F)C1)C=C2 4-(2-cyano-7-((5-methoxy-7-methyl-1H-indol-4-yl)methyl)-7-azaspiro[3.5]nonan-6-yl)-N-(2-(2,2,2-trifluoroethyl)-2-azaspiro[3.3]heptan-6-yl)benzamide